4-dodecylamine CCCC(CCCCCCCC)N